9-isopropyl-2-[4-(methylamino)-1-piperidyl]-N-[(2-pyrazol-1-ylphenyl)methyl]purin-6-amine C(C)(C)N1C2=NC(=NC(=C2N=C1)NCC1=C(C=CC=C1)N1N=CC=C1)N1CCC(CC1)NC